ClC1=NC=CC(=C1C=O)F chloro-4-fluoropyridine-3-formaldehyde